2-(4,4-difluoropiperidin-1-yl)-4-[1-(2-Fluoro-4-nitrophenyl)-1H-imidazol-4-yl]-6-methylpyrimidine FC1(CCN(CC1)C1=NC(=CC(=N1)C=1N=CN(C1)C1=C(C=C(C=C1)[N+](=O)[O-])F)C)F